2-chloro-4-ethyl-6-(3-oxopiperazin-1-yl)pyridine-3,5-dicarbonitrile ClC1=NC(=C(C(=C1C#N)CC)C#N)N1CC(NCC1)=O